(S)-1-(3-(4-amino-3-((3,5-dimethoxyphenyl)ethynyl)-7-(1-methyl-1H-pyrazol-4-yl)-1H-pyrazolo[4,3-c]pyridin-1-yl)pyrrolidin-1-yl)prop-2-en-1-one NC1=NC=C(C2=C1C(=NN2[C@@H]2CN(CC2)C(C=C)=O)C#CC2=CC(=CC(=C2)OC)OC)C=2C=NN(C2)C